C(C)OC(=O)C=1N(C(C(=CC1C)Br)=O)N 1-amino-5-bromo-3-methyl-6-oxo-1,6-dihydropyridine-2-carboxylic acid ethyl ester